C(C=C)(=O)N1[C@H](CN(CC1)C=1C2=C(N=C(N1)OC[C@H]1N(CCC1)C)CN(C2)C(C=C)=O)CC#N 2-((S)-1-acryloyl-4-(6-acryloyl-2-(((S)-1-methylpyrrolidin-2-yl)methoxy)-6,7-dihydro-5H-pyrrolo[3,4-d]pyrimidin-4-yl)piperazin-2-yl)acetonitrile